C(C)(C)(C)OC(=O)N1[C@H](CCCC1)CC(=O)O [(2R)-1-(tert-butoxycarbonyl)piperidin-2-yl]acetic acid